ClC=1C=C2C(=NC(=NC2=C(C1C1=C(C=CC=2SC(=C(C21)C#N)NC(OC(C)(C)C)=O)F)F)OC[C@@]/2(CN(CC\C2=C/F)C)C)O tert-Butyl (4-(6-chloro-8-fluoro-2-(((S,E)-4-(fluoromethylene)-1,3-dimethylpiperidin-3-yl)methoxy)-4-hydroxyquinazolin-7-yl)-3-cyano-5-fluorobenzo[b]thiophen-2-yl)carbamate